N-(beta-aminoethyl)-beta-aminoethyltrimethoxysilane NCCNCC[Si](OC)(OC)OC